1-carboxymethyl-5-amino-tetrazole C(=O)(O)CN1N=NN=C1N